[Cl-].N1=C(C=CC=C1)C1=NC=CC=C1.[Co+2].[Cl-] cobalt bipyridyl chloride